4-(methylsulfanyl)butanoate CSCCCC(=O)[O-]